Cl.CC1(CCCCC1)N methylcyclohexan-1-amine hydrochloride